C(C1=CC=CC=C1)N1C(C(=CC(=C1)C(=O)N)C(=O)N(C)[C@H]1[C@@H](C1)COCC)=O 1-benzyl-N-((1R,2R)-2-(ethoxymethyl)cyclopropyl)-N-methyl-2-oxo-1,2-dihydropyridine-3,5-dicarboxylic acid diamide